BrC1=C(C(=CC=C1)CBr)F 1-bromo-3-(bromomethyl)-2-fluorobenzene